2-(4-butylphenyl)ethylmagnesium bromide C(CCC)C1=CC=C(C=C1)CC[Mg]Br